4-((2-(azetidin-1-ylmethyl)-6-fluorobenzyl)amino)-2,6-difluoro-N-(pyridazin-3-yl)benzenesulfonamide N1(CCC1)CC1=C(CNC2=CC(=C(C(=C2)F)S(=O)(=O)NC=2N=NC=CC2)F)C(=CC=C1)F